2-methyl-3-(4-phenoxyphenyl)-5,6,7,8-tetrahydroquinolin-4(1H)-one CC=1NC=2CCCCC2C(C1C1=CC=C(C=C1)OC1=CC=CC=C1)=O